ethyl 6-hydroxyl-1-methylenetetrahydro-1H-pyrrolizin-7a(5H)-carboxylate OC1CN2CCC(C2(C1)C(=O)OCC)=C